2-[[6-([5-chloro-2-[(3S)-3-([[2-(2,6-dioxopiperidin-3-yl)-1,3-dioxoisoindol-4-yl]oxy]methyl)piperidin-1-yl]pyrimidin-4-yl]amino)-1-cyclopropyl-2-oxoquinolin-3-yl]oxy]-N-methylacetamide ClC=1C(=NC(=NC1)N1C[C@H](CCC1)COC1=C2C(N(C(C2=CC=C1)=O)C1C(NC(CC1)=O)=O)=O)NC=1C=C2C=C(C(N(C2=CC1)C1CC1)=O)OCC(=O)NC